3-(Aminomethyl)-6-(8-oxa-3-azabicyclo[3.2.1]octan-3-yl)pyridazine NCC=1N=NC(=CC1)N1CC2CCC(C1)O2